3-butylheptyl 8-((8-(heptadecan-9-yloxy)-8-oxooctyl)(3-(1-methylcyclopropane-1-carboxamido)propyl)amino)octanoate CCCCCCCCC(CCCCCCCC)OC(CCCCCCCN(CCCCCCCC(=O)OCCC(CCCC)CCCC)CCCNC(=O)C1(CC1)C)=O